Cl.Cl.CC1=CC(=C2C(=N1)CNC2)C 2,4-dimethyl-6,7-dihydro-5H-pyrrolo[3,4-b]pyridine, Dihydrochloride Salt